(methoxymethyl)-1-({5-methyl-4H,6H,7H-[1,3]thiazolo[5,4-c]pyridin-2-yl}methyl)pyrazole-4-carboxamide COCC1=NN(C=C1C(=O)N)CC=1SC=2CN(CCC2N1)C